2-mercaptopropane-diol SC(C(O)O)C